(4S)-N-{1-((S)-3-chloro-4-fluorophenyl)-2-[(4,4-difluoro-cyclohexyl)oxy]ethyl}-2-oxoimidazolidine-4-carboxamide ClC=1C=C(C=CC1F)C(COC1CCC(CC1)(F)F)NC(=O)[C@H]1NC(NC1)=O